C(C1=CC=CC=C1)N([C@H]1CN(CC1)C(=O)OC(C)(C)C)CC1=CC=CC=C1 Tert-butyl (3R)-3-(dibenzylamino)pyrrolidine-1-carboxylate